5-bromo-4-[(2,4-difluorobenzyl)oxy]-1-(2,6-difluorophenyl)-6-oxo-1,6-dihydropyridine-2-carboxylic acid BrC1=C(C=C(N(C1=O)C1=C(C=CC=C1F)F)C(=O)O)OCC1=C(C=C(C=C1)F)F